FC(OC1=CC=C(C=C1)C=1N=NSC1)(F)F 4-(4-(trifluoromethoxy)phenyl)-1,2,3-thiadiazole